NC1=NC=2C=C(C=CC2C2=C1COC2)CN(C(=O)C=2C=NC(=CC2)C#N)C=2C(=NN(C2)C2CC2)C(F)(F)F N-({4-amino-1H,3H-furo[3,4-c]quinolin-7-yl}methyl)-6-cyano-N-[1-cyclopropyl-3-(trifluoro-methyl)-1H-pyrazol-4-yl]pyridine-3-carboxamide